di(methyl)sec-butyl(tert-butoxy)silane C[Si](OC(C)(C)C)(C(C)CC)C